C(=O)C=1C=CC(=NC1)C1=C2CCN(C2=CC=C1)C=1C=C(C=2N(N1)C(=CN2)C(=O)O)NC 6-(4-(5-formylpyridin-2-yl)indolin-1-yl)-8-(methylamino)imidazo[1,2-b]pyridazine-3-carboxylic acid